C(C1=CC=CC=C1)OC=1C=C2CCNC(C2=CC1OC)/C=C/C=1C(=CC(=C(OCC2=CC=C(C=C2)C(C)=O)C1)OC)C 1-{4-[(5-{(E)-2-[6-(benzyloxy)-7-methoxy-1,2,3,4-tetrahydroisoquinolin-1-yl]ethenyl}-2-methoxy-4-methylphenoxy)methyl]phenyl}ethan-1-one